N-(4-(2-(dimethylamino)pyrimidin-5-yl)phenyl)-2-(4-fluorophenoxy)-2-methylpropanamide CN(C1=NC=C(C=N1)C1=CC=C(C=C1)NC(C(C)(C)OC1=CC=C(C=C1)F)=O)C